4-(4-amino-1-(1-(3-cyclobutyl-5-fluoro-4-oxo-3,4-dihydro-quinazolin-2-yl)ethyl)-1H-pyrazolo[3,4-d]pyrimidin-3-yl)-N-methylbenzamide NC1=C2C(=NC=N1)N(N=C2C2=CC=C(C(=O)NC)C=C2)C(C)C2=NC1=CC=CC(=C1C(N2C2CCC2)=O)F